N3-((7S)-7-((1-cyclopentylethyl)amino)-6,7,8,9-tetrahydro-5H-benzo[7]annulene-2-yl)-1H-1,2,4-triazole-3,5-diamine C1(CCCC1)C(C)N[C@H]1CCC2=C(CC1)C=C(C=C2)NC2=NNC(=N2)N